FC1=CC=C(C=C1)C1=CC=C(C(=N1)C1=NN(C=C1)C)CN (6-(4-fluorophenyl)-2-(1-methyl-1H-pyrazol-3-yl)pyridin-3-yl)methanamine